C(C)OC1=CC=C(C=C1)C1=CC=2C(=NC(=CC2)C=2C=NNC2)N1 2-(4-ethoxyphenyl)-6-(1H-pyrazol-4-yl)-1H-pyrrolo[2,3-b]pyridine